2-benzylidenehydrazine C(C1=CC=CC=C1)=NN